2-phenylpropionamido-5-(5-nitrothiophene-2-yl)methyleneaminothiophene-3,4-dicarboxylic acid diethyl ester C(C)OC(=O)C1=C(SC(=C1C(=O)OCC)N=CC=1SC(=CC1)[N+](=O)[O-])NC(C(C)C1=CC=CC=C1)=O